NC1=NC(=CC(=N1)C=1N=NN(C1)CC1=CC=CC(=N1)C1(COCC1)CC(=O)O)C1=C(C(=CC=C1)C#N)F {3-[6-({4-[2-amino-6-(3-cyano-2-fluorophenyl)-4-pyrimidinyl]-1H-1,2,3-triazol-1-yl}methyl)-2-pyridinyl]tetrahydrofuran-3-yl}acetic acid